NC=1SC2=C(N1)C=C(C=C2)C2=NC1=CC=CC=C1C(N2CC2=CC=CC=C2)=O (2-aminobenzo[d]thiazol-5-yl)-3-benzylquinazolin-4(3H)-one